ClC1=C(C=C(C=N1)C=1C=NC=2N(C1)N=C(N2)C(F)(F)F)SCC 6-(6-chloro-5-(ethylsulfanyl)pyridin-3-yl)-2-(trifluoromethyl)-[1,2,4]triazolo[1,5-a]pyrimidine